4-methoxy-1,1,1,2,2,3,3,4,4-nonafluorobutan COC(C(C(C(F)(F)F)(F)F)(F)F)(F)F